C(C)(C)(C)OC(=O)N\C(=N/C(=O)OC(C)(C)C)\NC1=CC=C(C(=O)OC=2C=3N(C(=CC2)CCC(=O)OC(C)(C)C)N=CN3)C=C1 5-[3-(tert-butoxy)-3-oxopropyl]-[1,2,4]triazolo[1,5-a]pyridin-8-yl 4-{[(1Z)-{[(tert-butoxy)carbonyl]amino}({[(tert-butoxy)carbonyl]imino})methyl]amino}benzoate